NC(C(=O)[O-])C.[Rb+] rubidium aminopropionate